methyl 4-[2-[2-[3-(2,6-dioxo-3-piperidyl)phenyl]ethoxy]ethoxy]piperidine-1-carboxylate O=C1NC(CCC1C=1C=C(C=CC1)CCOCCOC1CCN(CC1)C(=O)OC)=O